The molecule is 2-[(2R)-1-Methylpyrrolidin-2-yl]ethanol in which the hydrogen of the hydroxy group is substituted by a 1-(4-chlorophenyl)-1-phenylethyl group (R configuration). An antihistamine with antimuscarinic and moderate sedative properties, it is used as its fumarate salt for the symptomatic relief of allergic conditions such as rhinitis, urticaria, conjunctivitis and in pruritic (severe itching) skin conditions. It has a role as a H1-receptor antagonist, an anti-allergic agent, a muscarinic antagonist and an antipruritic drug. It is a N-alkylpyrrolidine and a member of monochlorobenzenes. C[C@@](C1=CC=CC=C1)(C2=CC=C(C=C2)Cl)OCC[C@H]3CCCN3C